ClC1=CC=C(C(=O)NS(=O)(=O)C2=CC=C(C=C2)Cl)C=C1 4-Chloro-N-[(4-chlorophenyl)sulfonyl]benzamide